CC([C@@H](C(=O)O)CN(C(=O)C1[N@](C1)C(C1=CC=CC=C1)(C1=CC=CC=C1)C1=CC=CC=C1)C)C (R)-3-methyl-2-(((S)-N-methyl-1-tritylaziridine-2-carboxamido)methyl)butanoic acid